C1(CCCCC1)CCC(=O)OCC(COC(CCC1CCCCC1)=O)(C)CO 2-(hydroxymethyl)-2-methylpropane-1,3-diyl bis(3-cyclohexylpropanoate)